N-(1,1-Dioxothiolan-3-yl)-6-((5-methyl-3-(6-methyl-3-pyridyl)isoxazol-4-yl)methoxy)pyridin-3-carboxamid O=S1(CC(CC1)NC(=O)C=1C=NC(=CC1)OCC=1C(=NOC1C)C=1C=NC(=CC1)C)=O